3-(hexylcarbamoylmethyl)-3,5,5-trimethylcyclohexylcarbamate C(CCCCC)NC(=O)CC1(CC(CC(C1)(C)C)NC([O-])=O)C